C(C)OP(=O)(OCC)OC=1C=C(C=C(C1O)[N+](=O)[O-])C1=NC(=NO1)C=1C(=[N+](C(=C(C1C)Cl)C)[O-])Cl 3-(5-(3-((bis(ethoxy)phosphoryl)oxy)-4-hydroxy-5-nitrophenyl)-1,2,4-oxadiazol-3-yl)-2,5-dichloro-4,6-dimethylpyridine 1-oxide